tert-Butyl 6-(3-methoxypropyl)quinoline-4-carboxylate COCCCC=1C=C2C(=CC=NC2=CC1)C(=O)OC(C)(C)C